3-bromo-2-methoxy-5-(oxetan-3-yloxy)pyridine BrC=1C(=NC=C(C1)OC1COC1)OC